N-[2-amino-4-(3,6-dihydro-2H-pyran-4-yl)-3-fluorophenyl]carbamic acid tert-butyl ester C(C)(C)(C)OC(NC1=C(C(=C(C=C1)C=1CCOCC1)F)N)=O